ClC=1C=C(C=C(C1F)Cl)C1(CC(=NO1)C1=CC(=C(C(=O)NC2=NC(=NN2)C(F)(F)F)C=C1)C)C(F)(F)F 4-(5-(3,5-dichloro-4-fluorophenyl)-5-(trifluoromethyl)-4,5-dihydroisoxazol-3-yl)-2-methyl-N-(3-(trifluoromethyl)-1H-1,2,4-triazol-5-yl)benzamide